{Imidazo[1,2-a]pyridin-7-yl}methanamine dihydrochloride Cl.Cl.N=1C=CN2C1C=C(C=C2)CN